C(C=C)(=O)N1C[C@](OCC1)(C)C1=CC(=NC(=C1)Cl)C1=CC(=NC=N1)C(=O)NC (S)-6-(4-(4-acryloyl-2-methylmorpholin-2-yl)-6-chloropyridin-2-yl)-N-methylpyrimidine-4-carboxamide